3a-Benzyl-2-(difluoromethyl)-3-oxo-4H,6H,7H-pyrazolo[4,3-c]pyridine-5-carboxylic acid tert-butyl ester C(C)(C)(C)OC(=O)N1CC2(C(CC1)=NN(C2=O)C(F)F)CC2=CC=CC=C2